N-(8,9-difluoro-6-oxo-1,2,3,4,5,6-hexahydrobenzo[c][1,7]naphthyridin-1-yl)-6-fluoro-N,4-dimethyl-1H-indole-2-carboxamide FC=1C(=CC2=C(C(NC=3CNCC(C23)N(C(=O)C=2NC3=CC(=CC(=C3C2)C)F)C)=O)C1)F